ClC=1C(N(C(=CC1OCC1=NC=C(C=C1F)C)C)C1=CC(=NC=C1C)C1=NC(=NC=C1C)C(C)(C)O)=O (P)-3-chloro-4-((3-fluoro-5-methylpyridin-2-yl)methoxy)-2'-(2-(2-hydroxypropan-2-yl)-5-methylpyrimidin-4-yl)-5',6-dimethyl-2H-[1,4'-bipyridin]-2-one